bismuth-lithium [Li].[Bi]